C(CCCC[C@@H]1SC[C@@H]2NC(=O)N[C@H]12)(=O)C(COCCOCC)N biotinyl-amino-3,6-dioxaoctane